C(C=C)[C@H]1[C@@H]2CC[C@H](CN1)N2C(=O)OC(C)(C)C tert-butyl (1S,2S,5R)-2-allyl-3,8-diazabicyclo[3.2.1]octane-8-carboxylate